ClC=1C=CC(=NC1)[C@]1(OC2=C(O1)C=CC=C2C=2CCN(CC2)[C@@H](C)C2N(C=1C(=NC(=CC1)C(=O)O)N2)C[C@H]2OCC2)C 2-((S)-1-(4-((R)-2-(5-chloropyridin-2-yl)-2-methylbenzo[d][1,3]dioxolan-4-yl)-3,6-dihydropyridin-1(2H)-yl)ethyl)-1-(((S)-oxetan-2-yl)methyl)-3H-imidazo[4,5-B]pyridine-5-carboxylic acid